(Sa)-N-[6-(5-chloro-1,3-benzoxazol-2-yl)spiro[3.3]heptan-2-yl]-2-cyclopropylsulfonyl-pyridine-4-carboxamide ClC=1C=CC2=C(N=C(O2)C2CC3(CC(C3)NC(=O)C3=CC(=NC=C3)S(=O)(=O)C3CC3)C2)C1